2-bromo-4-(difluoromethoxy)-3-fluoro-pyridine BrC1=NC=CC(=C1F)OC(F)F